FC(CN1N=NC2=C1C=C(C=C2)C=2C(=CN1N=C(N=C(C12)OC)N[C@@H]1[C@@H](CN(CC1)C)F)F)F 5-(1-(2,2-difluoroethyl)-1H-benzo[d][1,2,3]triazol-6-yl)-6-fluoro-N-((3R,4S)-3-fluoro-1-methylpiperidin-4-yl)-4-methoxypyrrolo[2,1-f][1,2,4]triazin-2-amine